O1C(=CC=C1)C1=NC2=C(N1)C=CC=C2 2-(furan-2-yl)-1H-1,3-Benzodiazole